1,1,1,2,2-pentaFluoroethyl ethyl ether C(C)OC(C(F)(F)F)(F)F